7-Bromo-6-cyano-8-fluoro-2,3-dihydro-4H-benzo[b][1,4]oxazine BrC=1C(=CC2=C(OCCN2)C1F)C#N